(R)-5-(2,2-Difluoro-7-((5-methoxy-7-methyl-1H-indol-4-yl)methyl)-7-azaspiro[3.5]nonan-6-yl)-6-(methylamino)picolinic acid FC1(CC2(C1)C[C@@H](N(CC2)CC2=C1C=CNC1=C(C=C2OC)C)C=2C=CC(=NC2NC)C(=O)O)F